NC1=NN2C(N=CC=C2)=C1C(=O)N[C@@H](C)C=1N(C(C2=C(C=CC=C2C1)C#CC=1C=NN(C1)C(=O)C1(CC1)CO)=O)C1=CC=CC=C1 (S)-2-amino-N-(1-(8-((1-(1-(hydroxymethyl)cyclopropane-1-carbonyl)-1H-pyrazol-4-yl)ethynyl)-1-oxo-2-phenyl-1,2-dihydroisoquinolin-3-yl)ethyl)pyrazolo[1,5-a]pyrimidine-3-carboxamide